[Cl-].ClC[N+](C)(CCCCCCCCCCCC)CC(C)O Chloro-2-hydroxypropyllauryldimethylammonium chlorid